C(C)(C)(C)OC(=O)N1C[C@H]2C([C@H]2C1)C(N)=O (1R,5S,6r)-6-carbamoyl-3-azabicyclo[3.1.0]hexane-3-carboxylic acid tert-butyl ester